N=1C=NN2C1C=CC(=C2)C=2C=CN1N=C(N=C(C12)OC)N[C@H]1C[C@H](C1)OCCO 2-(cis-3-((5-([1,2,4]triazolo[1,5-a]pyridin-6-yl)-4-methoxypyrrolo[2,1-f][1,2,4]triazin-2-yl)amino)cyclobutoxy)ethan-1-ol